ClCC=1C=NC(=NC1)NC1C(NC(CC1)=O)=O 3-((5-(Chloromethyl)pyrimidin-2-yl)amino)piperidine-2,6-dione